C(C)(C)(C)OC(=O)N1C(C2=NC(=CC=C2C1)CO)O tert-butyl-7-hydroxy-2-(hydroxymethyl)-5H-pyrrolo[3,4-b]Pyridine-6(7H)-carboxylate